N1=CC=C(C2=CC=CC=C12)SC(C(=O)C=1C(=NC=CC1)N)(C)C 2-(quinolin-4-ylthio)-2-methylpropionyl-(2-aminopyridine)